C(CCC)C(CCCCC)P(O)(=O)CC(CCCC)CC (1-butylhexyl)(2-ethylhexyl)phosphinic acid